3-(3,5-dimethyl-1-(3-methyl-[1,2,4]triazolo[4,3-b]pyridazin-6-yl)-1H-pyrazol-4-yl)-1-(4-(2-fluoro-5-(1H-tetrazol-5-yl)benzyl)piperazin-1-yl)propan-1-one CC1=NN(C(=C1CCC(=O)N1CCN(CC1)CC1=C(C=CC(=C1)C1=NN=NN1)F)C)C=1C=CC=2N(N1)C(=NN2)C